O[C@@]1(C(N(CC1)C)=O)C1=CC(=CC(=C1)B1OC(C(O1)(C)C)(C)C)C (R)-3-Hydroxy-1-methyl-3-(3-methyl-5-(4,4,5,5-tetramethyl-1,3,2-dioxaborolan-2-yl)phenyl)pyrrolidin-2-one